C(C)(=O)O[C@@H](C(=O)OCC)CC1=C(C=CC(=C1)Br)OCC1=NC(=NC=C1)OCCC(F)(F)F (R)-ethyl 2-acetoxy-3-(5-bromo-2-((2-(3,3,3-trifluoropropoxy)pyrimidin-4-yl)methoxy)phenyl)propanoate